C(C)(C)(C)OC(=O)N(C(=O)OC(C)(C)C)C1=NC=2C=C(C(=CC2C2=C1C=NN2C)C(=O)OC)CBr methyl 4-(N,N-di-t-butoxycarbonylamino)-7-(bromomethyl)-1-methyl-1H-pyrazolo[4,3-c]quinoline-8-carboxylate